4,4'-(hexane-1,6-diylbis(sulfanediyl))bis(4-methylpentan-2-one) C(CCCCCSC(CC(C)=O)(C)C)SC(CC(C)=O)(C)C